N1(N=NN=C1)C[C@H](C)OC=1C=C(C=CC1Cl)C=1C=NC(=NC1)NC=1C(=NN(C1)C1CCC(CC1)N1CCOCC1)OCCCOCCOC 5-(3-(((S)-1-(1H-tetrazol-1-yl)propan-2-yl)oxy)-4-chlorophenyl)-N-(3-(3-(2-methoxyethoxy)propoxy)-1-((1r,4r)-4-morpholinocyclohexyl)-1H-pyrazol-4-yl)pyrimidin-2-amine